acetylethylhexanoate C(C)(=O)C(C(=O)[O-])(CCCC)CC